5-(5,6-dimethoxybenzothiazolyl-1-yl)-3-[(2-methylsulfonylphenyl)methoxy]thiophene-2-carbonitrile COC=1C(=CC2=C(N=CS2=C2C=C(C(S2)C#N)OCC2=C(C=CC=C2)S(=O)(=O)C)C1)OC